CN1C=NC=C1C1=NC(=NC=C1)C(=O)N 4-(1-methyl-1H-imidazol-5-yl)pyrimidine-2-carboxamide